sodium hydroxy(4-isopropyl-3,5-dimethoxyphenyl)methanesulfonate trihydrate O.O.O.OC(S(=O)(=O)[O-])C1=CC(=C(C(=C1)OC)C(C)C)OC.[Na+]